ClC1=C(C=C(C(=C1)OC1(CC1)C)C#N)F 4-chloro-3-fluoro-6-[(methylcyclopropyl)oxy]benzene-1-carbonitrile